O1C(OCC1)C1=C(CN2C=C(C3=CC=CC=C23)C2=NC(=NC=C2)NC=2C(=CC(=C(C2)NC(C)=O)N(C)CCN(C)C)OC)C=CC=C1OCC1=CC=C(C=C1)OC N-(5-((4-(1-(2-(1,3-dioxolan-2-yl)-3-((4-methoxybenzyl)oxy)benzyl)-1H-indol-3-yl)pyrimidin-2-yl)amino)-2-((2-(dimethylamino)ethyl)(methyl)amino)-4-methoxyphenyl)acetamide